C(C1=CC=CC=C1)C=1NC(=NN1)C(=O)N[C@@H]1C(N(C=2N(CC1)N=C(C2C)C)C)=O (S)-5-Benzyl-N-(2,3,4-trimethyl-5-oxo-5,6,7,8-tetrahydro-4H-pyrazolo[1,5-a][1,3]diazepin-6-yl)-4H-1,2,4-triazol-3-carboxamid